ClC1=C2C(NC(=NC2=CC=C1)C1=CC(=C(C(=C1)C)OCCO)C)=O 5-chloro-2-(4-(2-hydroxyethoxy)-3,5-dimethylphenyl)quinazolin-4(3H)-one